C(C)(C)(C)OC(=O)N1CC2(C1)CCC(CC2)OC 7-methoxy-2-azaspiro[3.5]nonane-2-carboxylic acid tert-butyl ester